1-(6-Fluoro-4-(4-fluorophenyl)-3,4-dihydroquinoxaline-1(2H)-yl)-2-(pyrrolidin-1-yl)propan-1-one FC=1C=C2N(CCN(C2=CC1)C(C(C)N1CCCC1)=O)C1=CC=C(C=C1)F